NC1=NC=CC(=N1)N1CC(CCC1)(C(=O)OCC)C ethyl 1-(2-aminopyrimidin-4-yl)-3-methylpiperidine-3-carboxylate